COC(=O)C=1N=CC=2NC3=CC=CC=C3C2C1 3-methoxycarbonyl-β-carboline